tert-butyl (R)-3-((5-fluoro-6-methoxy-8-methylisoquinolin-1-yl)amino)piperidine-1-carboxylate FC1=C2C=CN=C(C2=C(C=C1OC)C)N[C@H]1CN(CCC1)C(=O)OC(C)(C)C